CC1=C(C=CC=C1C)C1CCN(CC1)C(CN1N=C(C=2CCCCC12)C(=O)N1C[C@@H]([C@@H](CC1)O)F)=O 1-(4-(2,3-dimethylphenyl)piperidin-1-yl)-2-(3-((3S,4R)-3-fluoro-4-hydroxypiperidine-1-carbonyl)-4,5,6,7-tetrahydro-1H-indazol-1-yl)ethanone